C(C)(C)(C)OC(=O)N1CC(C1)(F)CN1CCN(CC1)C(=O)OCC1=CC=CC=C1 Benzyl 4-[(1-tert-butoxycarbonyl-3-fluoro-azetidin-3-yl) methyl]piperazine-1-carboxylate